(N-[4-amino-5-[6-(trifluoromethyl)pyridine-3-carbonyl]thiazol-2-yl]-3,4-difluoro-anilino)propanamide NC=1N=C(SC1C(=O)C=1C=NC(=CC1)C(F)(F)F)N(C1=CC(=C(C=C1)F)F)C(C(=O)N)C